C(C)(=O)NC=1C(=NC=CC1)NC(C)=O Diacetamidopyridin